COC1=C(OC2=CC(=NC=C2C(=O)NC=2C=NC=CC2)C(F)(F)F)C=CC(=C1)OC 4-(2,4-dimethoxyphenoxy)-N-(pyridin-3-yl)-6-(trifluoromethyl)nicotinamide